FC1=C2C(=CN=C1N1CCC3(OCCO3)CC1)N(C=C2C(C)C)COCC[Si](C)(C)C 8-(4-fluoro-3-isopropyl-1-((2-(trimethylsilyl)ethoxy)methyl)-1H-pyrrolo[2,3-c]pyridin-5-yl)-1,4-dioxa-8-azaspiro[4.5]decane